The molecule is a member of the class of hydroxyanthraquinones that is 9,10-anthraquinone substituted by hydroxy groups at positions 1 and 3, a methyl group at position 2 and a methoxy group at position 6. It has been isolated from the roots of Rubia yunnanensis. It has a role as a metabolite and a plant metabolite. It is an aromatic ether and a dihydroxyanthraquinone. CC1=C(C=C2C(=C1O)C(=O)C3=C(C2=O)C=C(C=C3)OC)O